2-[3-(1-Amino-1-methyl-ethyl)-1-piperidyl]-N-(5-cyclopropyl-1H-pyrazol-3-yl)pyrimidin-4-amine NC(C)(C)C1CN(CCC1)C1=NC=CC(=N1)NC1=NNC(=C1)C1CC1